N[C@H](CN1C(C2=CC=CC=C2C1=O)=O)CC=1C(=C2C=NN(C2=CC1)S(=O)(=O)C1=CC=C(C=C1)C)C 2-[(2S)-2-amino-3-[4-methyl-1-(4-methylbenzenesulfonyl)-1H-indazol-5-yl]propyl]-2,3-dihydro-1H-isoindole-1,3-dione